ClC=1C=CC(=C(C1)C1=C(C=NC(=C1)C)C(=O)NC=1SC(=NN1)OCC1=CC=C(C=C1)C#N)C#C 4-(5-chloro-2-ethynyl-phenyl)-N-(5-((4-cyanobenzyl)oxy)-1,3,4-thiadiazol-2-yl)-6-methylpyridine-3-carboxamide